1-((9-(dicyanomethylene)-9H-xanthen-3-yl)oxy)propan-2-yl acrylate C(C=C)(=O)OC(COC=1C=CC=2C(C3=CC=CC=C3OC2C1)=C(C#N)C#N)C